C(CCCCCCCCCCCCCCCCC)[S+](C)C n-octadecyldimethylsulfonium